2-(4-(5-(1-oxo-5-(piperidin-1-yl)-1,3-dihydro-2H-isoindol-2-yl)-1H-benzimidazol-2-yl)phenoxy)-N-(3-(pyridin-4-yl)propyl)acetamide O=C1N(CC2=CC(=CC=C12)N1CCCCC1)C1=CC2=C(NC(=N2)C2=CC=C(OCC(=O)NCCCC3=CC=NC=C3)C=C2)C=C1